[Na].C(P(O)(O)=O)P(O)(O)=O Methylenediphosphonic acid sodium